C[C@@H]1COCC[C@@H]1NC1=NC=C2N=C(N(C2=N1)C1CCC(CC1)C(=O)N)NC1=C(C=C(C=C1Cl)Cl)Cl (1R,4s)-4-(2-((3S,4S)-3-methyltetrahydro-2H-pyran-4-ylamino)-8-(2,4,6-trichlorophenylamino)-9H-purin-9-yl)cyclohexanecarboxamide